5-chloro-6-nitro-2,3-dihydro-1H-inden-1-one ClC=1C=C2CCC(C2=CC1[N+](=O)[O-])=O